benzyl (2S)-2-(cyanomethyl)-4-[7-[3-methoxy-2-(trifluoromethyl)phenyl]-2-[[(2S)-1-methylpyrrolidin-2-yl]methoxy]-6,8-dihydro-5H-pyrido[3,4-d]pyrimidin-4-yl]piperazine-1-carboxylate C(#N)C[C@@H]1N(CCN(C1)C=1C2=C(N=C(N1)OC[C@H]1N(CCC1)C)CN(CC2)C2=C(C(=CC=C2)OC)C(F)(F)F)C(=O)OCC2=CC=CC=C2